4-(5-(4-ethoxy-3-propoxyphenyl)pyridin-3-yl)-1,2-oxaborol-2-ol C(C)OC1=C(C=C(C=C1)C=1C=C(C=NC1)C=1CB(OC1)O)OCCC